NC1CCN(CC1)C(=O)C1=C(C=C(C=C1)NC(=O)C=1N(C(=CN1)C=1C(=NN(C1)C1=NC=C(C=C1)N)C(F)(F)F)C)Cl N-[4-(4-aminopiperidine-1-carbonyl)-3-chloro-phenyl]-5-[1-(5-amino-2-pyridyl)-3-(trifluoromethyl)pyrazol-4-yl]-1-methyl-imidazole-2-carboxamide